tellurolbutyric acid [Te]1C(=CC=C1)CCCC(=O)O